FC1=C(C(=O)N([C@H]2CNCCC2)C2=NC=CC3=C2C=C(S3)C#CC(C)(C)O)C=CC(=C1)N1N=NC=3C1=NC=CC3 2-fluoro-N-[2-(3-hydroxy-3-methyl-but-1-ynyl)thieno[3,2-c]pyridin-4-yl]-N-[(3R)-3-piperidyl]-4-(triazolo[4,5-b]pyridin-3-yl)benzamide